6-chloro-3-((3S,4R)-4-hydroxytetrahydrofuran-3-yl)-8-(1-methyl-1H-pyrazol-4-yl)pyrido[3,4-d]pyrimidin-4(3H)-one ClC1=CC2=C(N=CN(C2=O)[C@H]2COC[C@@H]2O)C(=N1)C=1C=NN(C1)C